2-amino-6-(4-fluorobenzylamino)purine NC1=NC(=C2NC=NC2=N1)NCC1=CC=C(C=C1)F